CC1=NC2=CC=CC=C2C(=C1)N1CCN(CC1)C(=O)C1CN(CCC1)S(=O)(=O)C=1SC=CC1 (4-(2-methylquinolin-4-yl)piperazin-1-yl)(1-(thiophen-2-ylsulfonyl)piperidin-3-yl)methanone